di(behenyl)1,20-eicosylenedicarboxylic acid C(CCCCCCCCCCCCCCCCCCCCC)C(CCCCCCCCCCCCCCCCCCCC(=O)O)(C(=O)O)CCCCCCCCCCCCCCCCCCCCCC